cis-3-methyl-6-picolyl-6-azabicyclo[3.1.1]heptane-1-carboxylic acid methyl ester COC(=O)C12CC(CC(N1CC1=NC=CC=C1)C2)C